(S)-2-(3-(2-(1-hydroxycyclopropyl)pyrrolidin-1-yl)-5-methyl-1,2,4-triazin-6-yl)-5-(trifluoromethyl)phenol OC1(CC1)[C@H]1N(CCC1)C=1N=NC(=C(N1)C)C1=C(C=C(C=C1)C(F)(F)F)O